COC(C(C=C1CCOCC1)=O)OC 1,1-Dimethoxy-3-(tetrahydro-2H-pyran-4-ylidene)propan-2-one